3,5-dinitro-p-toluic acid CCCCCCSC